3-(4-((1R,2S)-2-fluorocyclopropyl)phenyl)-1-((2-(isopropylamino)pyridin-4-yl)methyl)-5,5-dimethylimidazolidine-2,4-dione F[C@@H]1[C@H](C1)C1=CC=C(C=C1)N1C(N(C(C1=O)(C)C)CC1=CC(=NC=C1)NC(C)C)=O